C1N(CCC2=CC=CC=C12)C[C@H](CN1CCOC2=C(C1=O)C=CC(=C2)F)O 4-[(2R)-3-(3,4-dihydro-1H-isoquinolin-2-yl)-2-hydroxy-propyl]-8-fluoro-2,3-dihydro-1,4-benzoxazepin-5-one